4-(3-nitro-1H-pyrazol-1-yl)benzoic acid [N+](=O)([O-])C1=NN(C=C1)C1=CC=C(C(=O)O)C=C1